2-[(4-{5-[(2,4-dichlorophenoxy)methyl]-1,3-oxazole-2-carbonyl}piperazin-1-yl)methyl]-1-{[(2S)-oxetan-2-yl]methyl}-1H-1,3-benzodiazole-6-carboxylic acid ClC1=C(OCC2=CN=C(O2)C(=O)N2CCN(CC2)CC2=NC3=C(N2C[C@H]2OCC2)C=C(C=C3)C(=O)O)C=CC(=C1)Cl